C1N(CC2=CC=CC=C12)[C@H](C(=O)OC)C1=CC=CC=C1 methyl (S)-2-(isoindolin-2-yl)-2-phenylacetate